N-(5-((6-(3-(4-chloro-3-((3-fluoro-benzyl)oxy)phenyl)isoxazolidin-2-yl)pyrimidin-4-yl)-amino)-2-(4-(4-cyclopropylpiperazin-1-yl)piperidin-1-yl)-4-methoxy-phenyl)acrylamide ClC1=C(C=C(C=C1)C1N(OCC1)C1=CC(=NC=N1)NC=1C(=CC(=C(C1)NC(C=C)=O)N1CCC(CC1)N1CCN(CC1)C1CC1)OC)OCC1=CC(=CC=C1)F